O1CCN(CC1)C1=C(C=C2CN(C(C2=C1)=O)C1CCNCC1)NC(=O)C=1C=NN2C1N=CC=C2 N-(6-morpholino-1-oxo-2-(piperidin-4-yl)isoindolin-5-yl)pyrazolo[1,5-a]pyrimidine-3-carboxamide